(R)-4-(4-(2,2-difluoroethyl)-1-((5-methoxy-7-methyl-1H-indol-4-yl)methyl)piperazin-2-yl)benzoic acid FC(CN1C[C@H](N(CC1)CC1=C2C=CNC2=C(C=C1OC)C)C1=CC=C(C(=O)O)C=C1)F